(S)-4-(cyclopropylethynyl)-4-(1,1-difluoroethyl)-6-fluoro-7-((4-(hydroxymethyl)-1H-imidazol-1-yl)methyl)-3,4-dihydroquinazolin-2(1H)-one C1(CC1)C#C[C@@]1(NC(NC2=CC(=C(C=C12)F)CN1C=NC(=C1)CO)=O)C(C)(F)F